N-ethyl-1-(5-(trifluoromethyl)pyridin-2-yl)ethan-1-amine hydrochloride Cl.C(C)NC(C)C1=NC=C(C=C1)C(F)(F)F